C=CC(CCC)C(=O)[O-] (E) and (Z)-hexene-3-carboxylate